Cl.N1(N=CC2=CC=CC=C12)C=1C(=NC=CC1)[C@H](CC1=NC=C(C=C1C)F)N (S)-1-[3-(1H-indazole-1-yl)pyridine-2-yl]-2-(5-fluoro-3-methyl-pyridine-2-yl)ethan-1-amine hydrochloride